ClC=1C=C(C=CC1F)NC(N(CC1=NNC=2CCCCC12)C1=CC=C(C(=O)[O-])C=C1)=O 4-(3-(3-chloro-4-fluorophenyl)-1-((4,5,6,7-tetrahydro-1H-indazol-3-yl)methyl)ureido)benzoate